FC1=C(C#N)C=CC(=C1)C1=NC(=CN=C1C1=CC2=CN(N=C2C=C1)C)N1CC[C@H]2[C@@H](CC1)CNC2 2-fluoro-4-(3-(2-methyl-2H-indazol-5-yl)-6-((3aR,8aS)-octahydropyrrolo[3,4-d]azepin-6(7H)-yl)pyrazin-2-yl)benzonitrile